BrC1=C(NC=2N=NC(=CC21)C2=C(C=CC=C2)O)C2CN(C2)C(=O)OC(C)(C)C tert-butyl 3-[5-bromo-3-(2-hydroxyphenyl)-7H-pyrrolo[2,3-c]pyridazin-6-yl]azetidine-1-carboxylate